1-(tert-Butyl)-5-methyl-3-(4-Ethylphenyl)-pyrazol-4-ol C(C)(C)(C)N1N=C(C(=C1C)O)C1=CC=C(C=C1)CC